8-[2-chloro-6-(trifluoromethyl)-4-pyridyl]-N-(2,3-dihydro-1,4-benzoxazin-4-yl)-4-morpholino-quinoline-3-carboxamide ClC1=NC(=CC(=C1)C=1C=CC=C2C(=C(C=NC12)C(=O)NN1CCOC2=C1C=CC=C2)N2CCOCC2)C(F)(F)F